FC(CN1[C@@H](C=2NC3=CC=CC=C3C2C[C@H]1C)C=1C=NN(C1)CC1CN(C1)CCCF)(C)C (1R,3R)-2-(2-fluoro-2-methylpropyl)-1-(1-((1-(3-fluoropropyl)azetidin-3-yl)methyl)-1H-pyrazol-4-yl)-3-methyl-2,3,4,9-tetrahydro-1H-pyrido[3,4-b]indole